FC=1C=C(C=CC1OC)C(=O)N1C2=C(OC3(CC3)C1)C=CC=C2 (3-fluoro-4-methoxyphenyl)(spiro[benzo[b][1,4]oxazine-2,1'-cyclopropane]-4(3H)-yl)methanone